2,3-Diazapyren C1=NN=C2C=CC3=CC=CC4=CC=C1C2=C34